Ethyl (2-(2-(6-Methoxynaphthalen-2-yl)Thiazol-4-yl)Acetyl)Glycinate COC=1C=C2C=CC(=CC2=CC1)C=1SC=C(N1)CC(=O)NCC(=O)OCC